N-(2-Chloro-3-((2,2-dimethyl-2,3-dihydroimidazo[1,2-c]quinazolin-9-yl)oxy)phenyl)pyrrolidine-1-sulfonamide ClC1=C(C=CC=C1OC1=CC=2C=3N(C=NC2C=C1)CC(N3)(C)C)NS(=O)(=O)N3CCCC3